C1=CC(=CC=C1CC2=CC=C(C=C2)F)F 4,4'-difluorodiphenylmethane